FC=1C=NN(C1)CC(C(=O)N)(C)O 4-fluoro-1H-pyrazol-1-yl-2-hydroxy-2-methylpropanamide